[2-(4-Fluorophenyl)-4-methyl-imidazo[1,2-b][1,2,4]triazol-5-yl]-1H-indole FC1=CC=C(C=C1)C=1N=C2N(N1)C=C(N2C)N2C=CC1=CC=CC=C21